C(C)(C)(C)OC(/C=C/OC1=C(C=CC=C1)C1=CC(=CC=C1)CC1N(CCCC1NS(=O)(=O)C1CC1)C(=O)OC(C)(C)C)=O tert-butyl (E)-2-((2'-((3-(tert-butoxy)-3-oxoprop-1-en-1-yl)oxy)-[1,1'-biphenyl]-3-yl)methyl)-3-(cyclopropanesulfonamido)piperidine-1-carboxylate